Cl.Cl.CC=1N=C(N=NC1C1=C(C=C(C=C1)C(F)(F)F)O)N[C@H]1CN(CCC1)C 2-(5-methyl-3-{[(3R)-1-methylpiperidin-3-yl]amino}-1,2,4-triazin-6-yl)-5-(trifluoromethyl)phenol dihydrochloride